tert-butyl 4-[6-[(2,6-dioxo-3-piperidyl)amino]-3-pyridyl]piperidine-1-carboxylate O=C1NC(CCC1NC1=CC=C(C=N1)C1CCN(CC1)C(=O)OC(C)(C)C)=O